1-fluoropropylene FC=CC